C(#N)C1=CC(=C(COC2=C(C=CC(=N2)C2CCN(CC2)CC2=NC3=C(N2C[C@H]2OCC2)C=CC=C3)F)C=C1)F 2-[(4-{6-[(4-Cyano-2-fluorobenzyl)oxy]-5-fluoropyridin-2-yl}piperidin-1-yl)methyl]-1-[(2S)-oxetan-2-ylmethyl]-1H-benzimidazol